1-(5-amino-7-chlorobenzofuran-4-yl)-2-chloroethan-1-one NC=1C=C(C2=C(C=CO2)C1C(CCl)=O)Cl